ClC1=C(COC=2C(=NC=C(C2)C=2C=C3C(=CNC3=CC2)CN2CC(OC(C2)C)C)N)C(=CC=C1F)F 3-(2-chloro-3,6-difluoro-benzyloxy)-5-[3-(2,6-dimethyl-morpholin-4-ylmethyl)-1H-indol-5-yl]-pyridin-2-ylamine